2-(N,N-dibutylamino)-4,6-dimercapto-triazine C(CCC)N(CCCC)N1NC(=CC(=N1)S)S